FC=1C(=C2C(=C(N(C2=C(C1)F)C1=CC=C(C=C1)F)C1CCOCC1)C1=CC=C(C(=O)O)C=C1)O 4-[5,7-difluoro-1-(4-fluorophenyl)-4-hydroxy-2-tetrahydropyran-4-yl-indol-3-yl]Benzoic acid